2-((4-(3-((4-cyano-2-fluorophenoxy)methyl)phenoxy)piperidin-1-yl)methyl)-1-((1-(cyclopropylmethyl)-1H-imidazol-5-yl)methyl)-1H-benzo[d]imidazole-6-carboxylic acid C(#N)C1=CC(=C(OCC=2C=C(OC3CCN(CC3)CC3=NC4=C(N3CC3=CN=CN3CC3CC3)C=C(C=C4)C(=O)O)C=CC2)C=C1)F